diamino-3,3'-dihydroxybiphenyl dihydrochloride Cl.Cl.NC1=C(C(=C(C=C1)C1=CC(=CC=C1)O)N)O